2-(3,4-dichlorophenyl)-1-ethyl-4-oxo-6-[1-[3-(trifluoromethyl)pyrazol-1-yl]ethyl]pyridine-3-carboxylic acid ClC=1C=C(C=CC1Cl)C=1N(C(=CC(C1C(=O)O)=O)C(C)N1N=C(C=C1)C(F)(F)F)CC